FC1(CN(CC1)C(=O)OC(C)(C)C)C1=NC(=CC=C1)CO tert-Butyl 3-fluoro-3-(6-(hydroxymethyl)pyridin-2-yl)pyrrolidine-1-carboxylate